COC1=CC=C(C=C1)C=1N=C(SC1)CNC(CCC=C)=O 4-(4-methoxyphenyl)-2-(pent-4-enamidomethyl)thiazole